N-(6-fluoroquinolin-8-yl)-5-(3-(trifluoromethyl)piperazin-1-yl)pyrazine-2-carboxamide FC=1C=C2C=CC=NC2=C(C1)NC(=O)C1=NC=C(N=C1)N1CC(NCC1)C(F)(F)F